NC1=CC(=NN1)C1CC1 5-Amino-3-cyclopropylpyrazol